3-fluoro-2-(8-(((1s,3s)-3-hydroxy-3-methylcyclobutyl)amino)pyrido[2,3-d]pyridazin-5-yl)phenol FC=1C(=C(C=CC1)O)C1=C2C(=C(N=N1)NC1CC(C1)(C)O)N=CC=C2